BrC=1C=C2C(N(C(=NC2=CC1)[C@H](CCC)N1CCN(CCC1)C)CC)=O (S)-6-bromo-3-ethyl-2-(1-(4-methyl-1,4-diazepan-1-yl)butyl)quinazolin-4(3H)-one